O([Si](C)(C)C(C)(C)C)[C@H](C)[C@@H]1[C@H](NC1=O)[C@H](C(=O)O)C (R)-2-((2S,3S)-3-((R)-1-(tert-butyldimethylsiloxy)ethyl)-4-oxoazetidin-2-yl)propionic acid